3-(4-chloro-3-methyl-phenyl)-4-[4-[(3S)-1-(3-fluoropropyl)pyrrolidin-3-yl]oxyphenyl]-2H-thiochromen-7-ol ClC1=C(C=C(C=C1)C=1CSC2=CC(=CC=C2C1C1=CC=C(C=C1)O[C@@H]1CN(CC1)CCCF)O)C